ClC1=CC(=NC=C1)C=1C=C(C(=O)N[C@@H](CCCNC(OC(C)(C)C)=O)C=2OC(=CN2)C2=CC=CC=C2)C=CC1 tert-butyl (S)-(4-(3-(4-chloropyridin-2-yl)benzamido)-4-(5-phenyloxazol-2-yl)butyl)carbamate